4-nitrophenyl 5-((bis(2-(benzoylthio)ethoxy)phosphoryl)difluoromethyl)benzo[b]thiophene-2-carboxylate C(C1=CC=CC=C1)(=O)SCCOP(=O)(OCCSC(C1=CC=CC=C1)=O)C(C1=CC2=C(SC(=C2)C(=O)OC2=CC=C(C=C2)[N+](=O)[O-])C=C1)(F)F